6-(1-((5-Bromonaphthalin-2-yl)methyl)-4-fluoro-1H-indol-7-carboxamido)spiro[3.3]heptan BrC1=C2C=CC(=CC2=CC=C1)CN1C=CC2=C(C=CC(=C12)C(=O)NC1CC2(CCC2)C1)F